O[C@@H]1CC(C(C1)=O)C\C=C/CCCC(=O)OC(C)C isopropyl (3R,Z)-7-(3-hydroxy-5-oxo-cyclopent-1-yl)-5-heptenoate